(S)-tert-butyl (1-((3-(3-((3-carbamoyl-6-cyclopropyl-5-ethylpyrazin-2-yl)amino)phenoxy)propyl)amino)-1-oxopropan-2-yl)(methyl)carbamate C(N)(=O)C=1C(=NC(=C(N1)CC)C1CC1)NC=1C=C(OCCCNC([C@H](C)N(C(OC(C)(C)C)=O)C)=O)C=CC1